2-(2-bromo-5-fluorobenzoyl)-N-methylhydrazine-1-thiocarboxamide BrC1=C(C(=O)NNC(NC)=S)C=C(C=C1)F